1-(tert-butyl) 4-ethyl 4-(4-(trifluoromethyl)benzyl)piperidine-1,4-dicarboxylate FC(C1=CC=C(CC2(CCN(CC2)C(=O)OC(C)(C)C)C(=O)OCC)C=C1)(F)F